COC(=O)C1=CC2=C(C(=NS2(=O)=O)N(C)/N=C/C2=CC(=C(C=C2)O)OC)C=C1 3-[[(E)-(4-hydroxy-3-methoxy-phenyl)methyleneamino]-methyl-amino]-1,1-dioxo-1,2-benzothiazole-6-carboxylic acid methyl ester